ethyl 8-methyl-2-[phenyl(2H2)methyl]-4,5-dihydro-2H-furo[2,3-g]indazole-7-carboxylate CC1=C(OC=2CCC3=CN(N=C3C21)C([2H])([2H])C2=CC=CC=C2)C(=O)OCC